O[C@H]1[C@@H](CCCCC1)SC(=O)C1=CC=CC=C1 |r| racemic-[trans-(2-hydroxycycloheptyl)thio](phenyl)methanone